(6-(1-(4-(1-(difluoromethyl)-1H-1,2,4-triazol-5-yl)-1H-pyrazol-1-yl)-2-(1-(difluoromethyl)-1H-pyrazol-3-yl)ethyl)pyridin-3-yl)boronic acid FC(N1N=CN=C1C=1C=NN(C1)C(CC1=NN(C=C1)C(F)F)C1=CC=C(C=N1)B(O)O)F